CC1(C(C1)C(=O)N)C 2,2-dimethylcyclopropanecarboxamide